4-Methyl-3-[3-methyl-1-(2-thienyl)cyclobutyl]-1,2,4-triazole CN1C(=NN=C1)C1(CC(C1)C)C=1SC=CC1